ON(C(=O)N(C)C)C1(C(=NN(C1=O)C)C)C(C)=NOC 1-hydroxy-1-(4-(1-(methoxyimino)ethyl)-1,3-dimethyl-5-oxo-4,5-dihydro-1H-pyrazol-4-yl)-3,3-dimethylurea